CN1CC=2N(CC1)N=CC2C=2C=C1C(=NC2)NC=C1C1=CC=2C(=CN=CC2)S1 2-(5-(5-methyl-4,5,6,7-tetrahydropyrazolo[1,5-a]pyrazin-3-yl)-1H-pyrrolo[2,3-b]pyridin-3-yl)thieno[2,3-c]pyridine